N=C1C(C=CC=C1)O aza-methylene-phenol